CC1(CCC1)N(C(OC(C)(C)C)=O)CC=1C=C2C(NCC2=C(C1)C(F)(F)F)=O tert-butyl (1-methylcyclobutyl)((3-oxo-7-(trifluoromethyl)isoindolin-5-yl)methyl)-carbamate